C(C)(C)(C)OC(N(CCC(O)([2H])[2H])CC(O)([2H])[2H])=O.C(=O)(OC(C)(C)C)OC(=O)OC(C)(C)C di-tert-butyl dicarbonate tert-butyl-(2,2-dideuterio-2-hydroxyethyl)(3,3-dideuterio-3-hydroxypropyl)carbamate